BrC=1C(=NC(=NC1)NC1=C(C=C(C(=C1)C=1C=NN(C1)C)N1CCNCC1)OC)NC1=C(C=C(C=C1)C1CC1)P(C)(C)=O (2-((5-bromo-2-((2-methoxy-5-(1-methyl-1H-pyrazol-4-yl)-4-(piperazin-1-yl)Phenyl)amino)pyrimidin-4-yl)amino)-5-cyclopropylphenyl)dimethylphosphorus oxide